trans-methyl 4-[[(3R)-3-[4-[2-(2-amino-3-pyridyl)-5-phenyl-imidazo[4,5-b]pyridin-3-yl]phenyl]pyrrolidin-1-yl]methyl]cyclohexanecarboxylate NC1=NC=CC=C1C1=NC=2C(=NC(=CC2)C2=CC=CC=C2)N1C1=CC=C(C=C1)[C@@H]1CN(CC1)C[C@@H]1CC[C@H](CC1)C(=O)OC